6-chloro-1-ethyl-5-iodo-2-methyl-1,3-benzodiazole ClC=1C(=CC2=C(N(C(=N2)C)CC)C1)I